C(C(O)C(O)C(=O)[O-])(=O)[O-].[Sn+2].C1(=CC=CC=C1)S(=O)(=O)C1=CC=C(C=C1)C1CN(C1)C(=O)N1C[C@@H](CC1)C(=O)N (3R)-1-[3-[4-(benzenesulfonyl)phenyl]azetidine-1-carbonyl]pyrrolidine-3-carboxamide tin (II) tartarat